(S)-N7-(3-Cyano-4-fluorophenyl)-5-methyl-N1-((R)-1,1,1-trifluoropropan-2-yl)-5,6-dihydroimidazo[1,5-a]pyrazine-1,7(8H)-dicarboxamide C(#N)C=1C=C(C=CC1F)NC(=O)N1CC=2N([C@H](C1)C)C=NC2C(=O)N[C@@H](C(F)(F)F)C